3-(4-fluoro-6-iodo-1-oxoisoindolin-2-yl)-1-((2-(trimethylsilyl)ethoxy)methyl)piperidine-2,6-dione FC1=C2CN(C(C2=CC(=C1)I)=O)C1C(N(C(CC1)=O)COCC[Si](C)(C)C)=O